ClC1=CC=C(S1)CN(C1=C(C(=NN1C(C(C)(C)C)=O)C1C(NCC1)C(=O)O)C)C 3-(5-{[(5-chlorothiophen-2-yl)methyl](methyl)amino}-1-(2,2-dimethylpropanoyl)-4-methyl-1H-pyrazol-3-yl)pyrrolidine-2-carboxylic acid